Methoxytricyclo[5.2.1.02,6]decane-3-thiol COC12C3C(CCC3C(CC1)C2)S